N-(2-methoxyethyl)-N-methylazetidin-3-amine TFA salt OC(=O)C(F)(F)F.COCCN(C1CNC1)C